(R)-2-(3-chloro-9,10-dihydropyrido[3',4':3,4]pyrazolo[1,5-a]pyrimidin-8(7H)-yl)-4-((1-(hydroxymethyl)cyclobutyl)amino)-6,7-dihydrothieno[3,2-d]pyrimidine 5-oxide ClC=1C=NC=2N(C1)N=C1C2CCN(C1)C=1N=C(C2=C(N1)CC[S@]2=O)NC2(CCC2)CO